ClC=1N=NN(C1C(=O)OCC)[C@H](C)C1=CC=CC=C1 ethyl (R)-4-chloro-1-(1-phenylethyl)-1H-1,2,3-triazole-5-carboxylate